N-[2-methyl-1-(2-methylpiperidin-1-yl)propan-2-yl]-2-(pyridin-4-yl)pyrido[3,4-d]pyrimidin-4-amine CC(CN1C(CCCC1)C)(C)NC=1C2=C(N=C(N1)C1=CC=NC=C1)C=NC=C2